N-(4-(2-(diethylamino)ethoxy)-3,5-dimethylphenyl)-4-(3-phenylisoxazolidin-2-yl)pyrimidin-2-amine hydrochloride Cl.C(C)N(CCOC1=C(C=C(C=C1C)NC1=NC=CC(=N1)N1OCCC1C1=CC=CC=C1)C)CC